O1C(CCCC1)N1N=CC(=C1)C1=CC=C(C2=C1N=CS2)C2=CC=C(N=N2)NC2CC(NC(C2)(C)C)(C)C 6-[4-[1-(oxan-2-yl)pyrazol-4-yl]-1,3-benzothiazol-7-yl]-N-(2,2,6,6-tetramethylpiperidin-4-yl)pyridazin-3-amine